tert-butyl 6-diphenoxyphosphoryloxy-3,4-dihydro-2H-pyridine-1-carboxylate O(C1=CC=CC=C1)P(=O)(OC1=CC=CC=C1)OC1=CCCCN1C(=O)OC(C)(C)C